9-benzyl-3-oxa-9-azabicyclo[3.3.1]non-6-ene-7-yl triflate O(S(=O)(=O)C(F)(F)F)C1=CC2COCC(C1)N2CC2=CC=CC=C2